C1(=CC=CC=C1)C1=C(C=CC=C1)[I+]C1=CC=CC=C1 phenyl-diphenyliodonium